C(C1=CC=CC=C1)(C1=CC=CC=C1)N1[C@H]2CN([C@@H](C1)C2)CC=2C=C1CN(C(C1=CC2)=O)C2C(NC(CC2)=O)=O 3-(5-(((1r,4r)-5-benzhydryl-2,5-diazabicyclo[2.2.1]heptan-2-yl)methyl)-1-oxoisoindolin-2-yl)piperidine-2,6-dione